IC1=CC(=NC(=C1)C)N1CCC2(CC1)[C@@H](C1=CC=CC=C1C2)NC(OC(C)(C)C)=O tert-butyl (S)-(1'-(4-iodo-6-methylpyridin-2-yl)-1,3-dihydrospiro[indene-2,4'-piperidin]-1-yl)carbamate